C(C1=CC=CC=C1)OC1=C(C(=C(C=C1)C1=CC(N(C1)C(=O)OC(C)(C)C)CCCOS(=O)(=O)C)F)N1S(NC(C1)=O)(=O)=O tert-butyl 4-(4-(benzyloxy)-3-(1,1-dioxido-4-oxo-1,2,5-thiadiazolidin-2-yl)-2-fluorophenyl)-2-(3-((methylsulfonyl)oxy)propyl)-2,5-dihydro-1H-pyrrole-1-carboxylate